C(C)C=C(C(=O)O)CCCCCC.C(C(=C)C)(=O)OCCCCCC(C)C isooctyl methacrylate (ethylhexyl acrylate)